C1(CC1)CN1CC(CCC1)C(=O)C1=CC2=CC=C(C=C2C=C1)C (1-(cyclopropylmethyl)piperidin-3-yl)(6-methylnaphthalen-2-yl)methanone